6-[8-(2-cyanoallylamino)-7-ethoxy-2-naphthyl]-N-[1-(2-methoxyethyl)-4-piperidyl]pyridine-2-carboxamide C(#N)C(CNC=1C(=CC=C2C=CC(=CC12)C1=CC=CC(=N1)C(=O)NC1CCN(CC1)CCOC)OCC)=C